OC(CC(C)C)=C1C(CC(CC1=O)(C)C)=O 2-(1-hydroxy-3-methylbutylidene)-5,5-dimethyl-1,3-cyclohexanedione